C(CC)C(C=CCC)CCCC 5-propyl-3-nonene